N-{(1S)-1-(4-Methylcyclohexyl)-2-oxo-2-[(2-oxospiro-[1H-pyrrolo[3,2-c]pyridine-3,4'-oxane]-6-yl)amino]ethyl}-2-(2-methylpropyl)pyrazole-3-carboxamide CC1CCC(CC1)[C@@H](C(NC1=CC2=C(C=N1)C1(CCOCC1)C(N2)=O)=O)NC(=O)C=2N(N=CC2)CC(C)C